C(C)C1=NC2=C3N=C(C=CC3=CC=C2C=C1)CC 2,9-diethyl-1,10-phenanthroline